ethyl 4-(2-bromo-4-fluorophenyl)-6-((4-fluoro-N-methylbenzamido) methyl)-2-(thiazol-2-yl)-1,4-dihydropyrimidine-5-carboxylate BrC1=C(C=CC(=C1)F)C1N=C(NC(=C1C(=O)OCC)CN(C(C1=CC=C(C=C1)F)=O)C)C=1SC=CN1